rac-(3S,4S)-2'-(2-ethoxypyridin-3-yl)-3-ethyl-1-(5-methoxy-4-(trifluoromethyl)pyridin-3-yl)-6',7'-dihydro-8'H-spiro[piperidine-4,5'-[1,7]naphthyridin]-8'-one C(C)OC1=NC=CC=C1C1=NC=2C(NC[C@]3(C2C=C1)[C@@H](CN(CC3)C=3C=NC=C(C3C(F)(F)F)OC)CC)=O |r|